4-(4-cyclopropyl-1H-imidazol-1-yl)-5-(difluoromethyl)pyridine-2-carboxylic acid methyl ester COC(=O)C1=NC=C(C(=C1)N1C=NC(=C1)C1CC1)C(F)F